CC1(OC=2C(C3=C(C1)CCC(C3)C)=C(C=C(C2)CCCCC)O)C 6,6,10-Trimethyl-3-pentyl-8,9,10,11-tetrahydro-7H-benzo[d][1]benzoxepin-1-ol